6-(2-(cyclohexylamino)-6-fluoro-4-methoxypyrrolo[2,1-f][1,2,4]triazin-5-yl)-8-fluoro-N-methylimidazo[1,2-a]pyridine-3-carboxamide C1(CCCCC1)NC1=NN2C(C(=N1)OC)=C(C(=C2)F)C=2C=C(C=1N(C2)C(=CN1)C(=O)NC)F